C(C)OC=1C(=NC=CC1)N1N=CC(=C1C(F)(F)F)C(=O)NC1=CC(=C(C=C1)OC1=C2C(=NC=C1)NC(N2C(C)C)=O)F 1-(3-ethoxypyridin-2-yl)-N-(3-fluoro-4-((1-isopropyl-2-keto-2,3-dihydro-1H-imidazo[4,5-b]pyridin-7-yl)oxy)phenyl)-5-(trifluoromethyl)-1H-pyrazole-4-carboxamide